1-[(2R,6S)-6-[[bis(4-methoxyphenyl)-phenyl-methoxy]methyl]-4-cyclohexyl-6-(triisopropylsilyloxymethyl)morpholin-2-yl]-4-(1,2,4-triazol-1-yl)pyrimidin-2-one COC1=CC=C(C=C1)C(OC[C@]1(O[C@H](CN(C1)C1CCCCC1)N1C(N=C(C=C1)N1N=CN=C1)=O)CO[Si](C(C)C)(C(C)C)C(C)C)(C1=CC=CC=C1)C1=CC=C(C=C1)OC